6-Chloro-4-((7-methoxy-1-((2-(trimethylsilyl)ethoxy)methyl)-1H-pyrazolo[4,3-c]pyridin-6-yl)amino)-N-(methyl-d3)nicotinamide ClC1=NC=C(C(=O)NC([2H])([2H])[2H])C(=C1)NC1=C(C2=C(C=N1)C=NN2COCC[Si](C)(C)C)OC